CN(C1=CC=C(C=C1)C1=CC(=C(C=C1)C(N(C(=O)C1CCCCC1)C=1C=C(C=C(C1)F)/C=C/C(=O)OC)[2H])F)C methyl (E)-3-(3-(N-((4'-(dimethylamino)-3-fluoro-[1,1'-biphenyl]-4-yl)methyl-d)cyclohexanecarboxamido)-5-fluorophenyl)acrylate